(R)-N-(4-(4-amino-7-methyl-5-(6-(pyrrolidine-1-carbonyl)-5,6-dihydro-2H-pyran-3-yl)-7H-pyrrolo[2,3-d]pyrimidin-6-yl)phenyl)methacrylamide NC=1C2=C(N=CN1)N(C(=C2C=2CO[C@H](CC2)C(=O)N2CCCC2)C2=CC=C(C=C2)NC(C(=C)C)=O)C